1-((6-bromopyridin-3-yl)methyl)-3-methylazetidin-3-yl acetate C(C)(=O)OC1(CN(C1)CC=1C=NC(=CC1)Br)C